NC1=C(C(=O)NCCN2CCOCC2)C=C(C=C1)CN1CCC2(CN(C2)C2=NC=NC3=CC=C(C=C23)CC(F)(F)F)CC1 2-amino-N-(2-morpholinoethyl)-5-((2-(6-(2,2,2-trifluoroethyl)quinazolin-4-yl)-2,7-diazaspiro[3.5]nonan-7-yl)methyl)benzamide